C(C1=CC=CC=C1)(=O)O[C@@H]1[C@H]([C@@H]([C@@H]2CO[C@H]1O2)OC(=S)SC)OCC2=CC=CC=C2 (1S,2R,3S,4R,5S)-3-(benzyloxy)-2-(((methylthio) carbonothioyl)oxy)-6,8-dioxabicyclo[3.2.1]octan-4-yl benzoate